C(CCCCCCC)CCCCCCCCCC(=O)[O-] 10-octyldecanoate